FC(C1=NN=C(O1)C1=CC=C2CN(C(C2=C1)=O)[C@H]([C@@H](C1=NC=CC=C1)O)C1=NC=CC=C1)F 6-[5-(difluoromethyl)-1,3,4-oxadiazol-2-yl]-2-[(1S,2S)-2-hydroxy-1,2-bis(pyridin-2-yl)ethyl]-2,3-dihydro-1H-isoindol-1-one